FC1=CC=C(COC(=O)NCC=2C(=NOC2C2=CC=C(C=N2)O[C@@H]2C[C@H](CCC2)C(=O)O)C)C=C1 (1S,3S)-3-((6-(4-(((((4-Fluorobenzyl)oxy)carbonyl)amino)methyl)-3-methylisoxazol-5-yl)Pyridin-3-yl)oxy)cyclohexanecarboxylic Acid